3-methyl-6-picolinoyl-6-azabicyclo[3.1.1]heptane-1-carboxylate CC=1C=NC(=CC1)C(=O)OC(=O)C12CCCC(N1)C2